[Cl-].C(C=C)(=O)OCCC[N+](C1=CC=CC=C1)(C)C acryloyloxypropyldimethylphenylammonium chloride